3-(4-chlorophenyl)-2-fluoro-3-hydroxypropanamide ClC1=CC=C(C=C1)C(C(C(=O)N)F)O